NCC(C1=CC=C(C=C1)C(F)(F)F)N1N=C(C(=C1C)C1=C(C(=NC=C1)N)C1=CC=C(C=C1)Cl)C 4-(1-{2-Amino-1-[p-(trifluoromethyl)phenyl]ethyl}-3,5-dimethyl-1H-pyrazol-4-yl)-3-(p-chlorophenyl)-2-pyridinamine